N'-[2-(dimethylamino)ethyl]-N,N,N'-trimethylethane-1,2-diamine CN(CCN(CCN(C)C)C)C